NCC1CCN(CC1)C(=O)OC(C)C=1C=CC=C2C(=C(NC12)C(=O)O)C1=CC(=C(C=C1)CS(=O)(=O)C)F 7-(1-((4-(Aminomethyl)piperidine-1-carbonyl)oxy)ethyl)-3-(3-fluoro-4-((methylsulfonyl)methyl)phenyl)-1H-indole-2-carboxylic acid